CC(C(N)(C1=CC=CC=C1)C1=CC=CC=C1)N 1-methyl-2,2-diphenyl-1,2-ethylenediamine